Pentamethylcyclopentadienyl-dimethyl-(1-sec-butyl-6,6-diethyl-1,5,6,7-tetrahydro-s-indacenyl)hafnium CC1=C(C(=C(C1([Hf](C1(C=CC2=CC=3CC(CC3C=C12)(CC)CC)C(C)CC)(C)C)C)C)C)C